tert-butyl (S)-(1-(7-amino-6-(3-oxoisoindolin-5-yl)-[1,2,4]triazolo[1,5-a]pyrimidin-5-yl)-2-(3,5-difluorophenyl)ethyl)carbamate NC1=C(C(=NC=2N1N=CN2)[C@H](CC2=CC(=CC(=C2)F)F)NC(OC(C)(C)C)=O)C=2C=C1C(NCC1=CC2)=O